CCCCC(CCC(CCCCCCCCCCCC)O)O eicosane-5,8-diol